C1(CC1)C=1C=NC=C(C1NCCC(=O)NC=1C=NN(C1)CC(=O)N(CCOC1=CC=C(C=C1)C)C)F 3-((3-cyclopropyl-5-fluoropyridin-4-yl)amino)-N-(1-(2-(methyl(2-(p-tolyloxy)ethyl)amino)-2-oxoethyl)-1H-pyrazol-4-yl)propanamide